NC1=NC2=CC(=CC=C2C=C1F)C[C@@H]1CC[C@]2([C@@H]1O[C@H](C2O)N2C=C(C1=C2N=CN=C1N)C)O (2R,3aS,6S,6aR)-6-((2-amino-3-fluoroquinolin-7-yl)methyl)-2-(4-amino-5-methyl-7H-pyrrolo[2,3-d]pyrimidin-7-yl)hexahydro-3aH-cyclopenta[b]furan-3,3a-diol